5-chloro-6-fluoropyrazolo[1,5-a]pyrimidine-3-carbonitrile ClC1=NC=2N(C=C1F)N=CC2C#N